COC(=O)C=1OC2=C(C1OCC(C)=O)C=C(C=C2)C(F)(F)F 3-(2-Oxopropoxy)-5-(trifluoromethyl)benzofuran-2-carboxylic acid methyl ester